[Na+].[Na+].[Na+].C1=2C3CC3CCC2C(=CC=C1)C(=O)[O-].C1=2C3CC3CCC2C(=CC=C1)C(=O)[O-].C1=2C3CC3CCC2C(=CC=C1)C(=O)[O-] tricyclo[5.4.0.02,4]Undecane-1(7),8,10-triene-8-carboxylic acid trisodium salt